Cl.BrC=1C(=C2C(=CN(C2=CC1)C)NC1=CC(=NC=C1C(=O)NC([2H])([2H])[2H])NC(=O)C1CC1)OC 4-((5-Bromo-4-methoxy-1-methyl-1H-indol-3-yl)amino)-6-(cyclopropanecarboxamido)-N-(methyl-d3)nicotinamide hydrochloride